OC12CC3(C[C@H](C[C@@H](C1)C3)C2)[C@@H](C(=O)OC)NC(=O)C2=C(C3=CC=CC=C3C=C2)OCC2=CC=C(C=C2)C(F)(F)F Methyl (2S)-2-((1R,5R,7S)-3-hydroxyadamantan-1-yl)-2-(1-((4-(trifluoromethyl)benzyl)oxy)-2-naphthamido)acetate